(R)-1-((S)-5H-imidazo[5,1-a]isoindol-5-yl)ethane-1,2-diol C=1N=CN2C1C1=CC=CC=C1[C@H]2[C@H](CO)O